1-N'-(4-fluorophenyl)-1-N-[4-[7-(6-pyrrolidin-1-ylpyridin-3-yl)quinolin-4-yl]oxyphenyl]cyclopropane-1,1-dicarboxamide FC1=CC=C(C=C1)NC(=O)C1(CC1)C(=O)NC1=CC=C(C=C1)OC1=CC=NC2=CC(=CC=C12)C=1C=NC(=CC1)N1CCCC1